erbium(III) acetate hydrate O.C(C)(=O)[O-].[Er+3].C(C)(=O)[O-].C(C)(=O)[O-]